ClC1=NC=C2C(=CC(NC2=C1F)=O)N1CC2CCC(C1)N2 7-chloro-4-{3,8-diazabicyclo[3.2.1]octan-3-yl}-8-fluoro-1,2-dihydro-1,6-naphthyridin-2-one